OC=1C=CC2=C(OC3=C2C=CC(=C3)O)C1 3,7-dihydroxydibenzofuran